10E-undecenyl-4-(10E-undecenyl)phenethylamine C(=CCCCCCCCCC)NCCC1=CC=C(C=C1)C=CCCCCCCCCC